ClC1=NC=2N(C3(C(N(C2C=N1)CC)=O)CC3)CC chloro-5',8'-diethyl-5',8'-dihydro-6'H-spiro[cyclopropane-1,7'-pteridine]-6'-one